(R)-N-(1-(2-chloro-6-methylphenyl)-1,4,5,7-tetrahydropyrano[3,4-c]pyrazol-4-yl)-4,5,6,7-tetrahydro-1H-indazole-3-carboxamide ClC1=C(C(=CC=C1)C)N1N=CC2=C1COC[C@@H]2NC(=O)C2=NNC=1CCCCC21